COC(CN=C=O)OC 1,1-Dimethoxy-2-isocyanatoethan